C(#N)N1C[C@@H](CC1)N(C(=O)N1CC(C1)OC1=CC=CC=C1)C (R)-N-(1-cyanopyrrolidin-3-yl)-N-methyl-3-phenoxyazetidine-1-carboxamide